Methyl ((S)-1-((S)-3-(((S)-1-(benzylamino)-6,6-difluoro-1,2-dioxoheptan-3-yl)carbamoyl)-2-azaspiro[4.5]decan-2-yl)-3,3-dimethyl-1-oxobutan-2-yl)carbamate C(C1=CC=CC=C1)NC(C([C@H](CCC(C)(F)F)NC(=O)[C@H]1N(CC2(C1)CCCCC2)C([C@H](C(C)(C)C)NC(OC)=O)=O)=O)=O